NC1=NC=CC(=N1)C=1C=C(C=CC1OCC1=CC=CC=C1)C1=C(C=C(C=C1)NC(=O)C=1C(N(C=CC1OCC)C1=CC=C(C=C1)F)=O)C N-(3'-(2-aminopyrimidin-4-yl)-4'-(benzyloxy)-2-methyl-[1,1'-biphenyl]-4-yl)-4-ethoxy-1-(4-fluorophenyl)-2-oxo-1,2-dihydropyridine-3-carboxamide